(5R)-2-{2-[1-(propan-2-yl)-1H-imidazo[4,5-b]pyridin-7-yl]-6,7,8,9-tetrahydro-5H-benzo[7]annulen-5-yl}-1,2-oxazole-3-carboxamide CC(C)N1C=NC2=NC=CC(=C21)C=2C=CC1=C(CCCC[C@H]1N1OC=CC1C(=O)N)C2